ClC1=NC=C(C(=N1)C1=CN=C2N1C=CC=C2)Cl 3-(2,5-dichloropyrimidin-4-yl)imidazo[1,2-a]Pyridine